(S)-1-(4-fluorobenzyl)-3-(4-isobutoxyphenylmethyl)-1-((1-methylpyrrolidin-2-yl)methyl)urea FC1=CC=C(CN(C(=O)NCC2=CC=C(C=C2)OCC(C)C)C[C@H]2N(CCC2)C)C=C1